ClC=1C(=CC(=C(C1)C1CCN(CC1)C(=O)OC(C)(C)C)O)C(F)(F)F tert-butyl 4-[5-chloro-2-hydroxy-4-(trifluoromethyl)phenyl]piperidine-1-carboxylate